C(C=C)C1(CC(C1)(C1=NN=CN1C)C1=CC(=CC=C1)Br)O 1-allyl-3-(3-bromophenyl)-3-(4-methyl-4H-1,2,4-triazol-3-yl)cyclobutan-1-ol